C(#N)C=1C=NN2C1C(=CC(=C2)C=2C=NN(C2)C)C=2N=CC(=NC2)N2C[C@@H]1[C@H](C2)CC(C1)(C)NC(C1=CN=CC(=C1)OC)=O N-((3aR,5s,6aS)-2-(5-(3-cyano-6-(1-methyl-1H-pyrazol-4-yl)pyrazolo[1,5-a]pyridin-4-yl)pyrazin-2-yl)-5-methyloctahydrocyclopenta[c]pyrrol-5-yl)-5-methoxynicotinamide